N[C@@H](C(C)C)C(=O)OCN1C([C@H](N=C(C2=C1C(=CC=C2)C)C2=CC(=CC=C2)F)NC([C@@H]([C@H](CCC(F)(F)F)C(N)=O)CCC(F)(F)F)=O)=O ((3S)-3-(((2R,3S)-3-carbamoyl-6,6,6-trifluoro-2-(3,3,3-trifluoropropyl)hexanoyl) amino)-5-(3-fluorophenyl)-9-methyl-2-oxo-2,3-dihydro-1H-1,4-benzodiazepin-1-yl)methyl L-valinate